C(C(C)C)(=O)OC1=CC2=C(CN(C(O2)=O)CC2=C(C(=CC=C2)NS(NC)(=O)=O)F)C=C1Cl 6-chloro-3-(2-fluoro-3-((N-methylsulfamoyl)amino)benzyl)-2-oxo-3,4-dihydro-2H-benzo[e][1,3]oxazin-7-yl isobutyrate